N-(6-bromo-8,9-dihydroimidazo[1',2':1,6]pyrido[2,3-d]pyrimidin-2-yl)-3-methylisothiazol-5-amine BrC1=CC2=C(N=C(N=C2)NC2=CC(=NS2)C)N2C1=NCC2